6-(4-(dimethylamino)piperidin-1-yl)-2-methoxy-5-(1-methyl-1H-pyrazol-4-yl)pyridin-3-amine CN(C1CCN(CC1)C1=C(C=C(C(=N1)OC)N)C=1C=NN(C1)C)C